5-(2-(1,3-dithian-2-yl)-6-(4-methoxyphenyl)-3-phenyl-4H-pyran-4-yl)-2,3-dihydrobenzofuran S1C(SCCC1)C=1OC(=CC(C1C1=CC=CC=C1)C=1C=CC2=C(CCO2)C1)C1=CC=C(C=C1)OC